FC(COC(C(N1[C@H](CC[C@@H](C1)C)C=1C=C2C=NN(C2=CC1)C)=O)=O)(F)F.C[C@H]1CC[C@@H](N(C1)C(C(=O)N)=O)C=1C=C2C=NN(C2=CC1)C 2-((2R,5S)-5-methyl-2-(1-methyl-1H-indazol-5-yl)piperidin-1-yl)-2-oxoacetamide 2,2,2-Trifluoroethyl-2-oxo-2-[(2R,5S)-5-methyl-2-(1-methylindazol-5-yl)-1-piperidyl]acetate